BrC1=NN(C(=C1)C)CC 3-bromo-1-ethyl-5-methylpyrazole